C1(CCCC1)C(C(=O)OC1[N+](CCC1)(C)C)(C1=CC=CC=C1)O (cyclopentylhydroxyphenylacetoxy)-1,1-dimethyl-pyrrolidinium